4-[2-benzyloxycarbonyl-1-(benzyloxycarbonylsulfamoyl)pyrrol-3-yl]cyclohex-3-ene-1-carboxylic acid C(C1=CC=CC=C1)OC(=O)C=1N(C=CC1C1=CCC(CC1)C(=O)O)S(NC(=O)OCC1=CC=CC=C1)(=O)=O